(R)-5-(1-acryloylpiperidin-3-yl)-6-fluoro-1,2,4,9-tetrahydrospiro[carbazole-3,1'-cyclopropane]-8-Formamide C(C=C)(=O)N1C[C@H](CCC1)C1=C2C=3CC4(CC4)CCC3NC2=C(C=C1F)C(=O)N